C(C(C)C)N(C1=C(C=C(C=C1)[C@H](CC(=O)OC)CC)[N+](=O)[O-])CC(C)C (S)-Methyl 3-(4-(diisobutylamino)-3-nitrophenyl)pentanoate